COC=1C=C(C=CC1OC)C(=O)N1CC2=C(N=C(N=C2)C2=NC=CC=C2)CC1 (3,4-Dimethoxyphenyl)-[2-(2-pyridinyl)-7,8-dihydro-5H-pyrido[4,3-d]pyrimidin-6-yl]methanone